1-(5-(2-aminopyrimidin-5-yl)pyrazin-2-yl)-1-(trans-4-((4-(4-chloro-1H-pyrazol-3-yl)-5-(trifluoromethyl)pyrimidin-2-yl)amino)cyclohexyl)-3-(2,2,2-trifluoroethyl)urea NC1=NC=C(C=N1)C=1N=CC(=NC1)N(C(=O)NCC(F)(F)F)[C@@H]1CC[C@H](CC1)NC1=NC=C(C(=N1)C1=NNC=C1Cl)C(F)(F)F